2-(3-((S or R)-1-(((S)-((S)-7-fluoro-1,2,3,4-tetrahydro-1,5-naphthyridin-3-yl)(phenyl)methyl)amino)propan-2-yl)phenyl)acetic acid FC1=CN=C2C[C@@H](CNC2=C1)[C@@H](C1=CC=CC=C1)NC[C@@H](C)C=1C=C(C=CC1)CC(=O)O |o1:20|